CN1C(N(C2=NC(=NC=C12)NC=1C(=CC2=C(CCO2)C1)C)CC1OCCC1)=O 7-methyl-2-((6-methyl-2,3-dihydrobenzofuran-5-yl)amino)-9-((tetrahydrofuran-2-yl)methyl)-7,9-dihydro-8H-purin-8-one